tert-butyl 1-(4-(5-((1,3-dioxoisoindolin-2-yl)methyl)pyrimidin-2-yl)piperazin-1-yl)-3,6,9,12-tetraoxapentadecan-15-oate O=C1N(C(C2=CC=CC=C12)=O)CC=1C=NC(=NC1)N1CCN(CC1)CCOCCOCCOCCOCCC(=O)OC(C)(C)C